1-(7-((2-((2-Methoxy-4-(morpholine-4-carbonyl)phenyl)amino)pyridin-4-yl)amino)indolin-1-yl)ethan-1-one COC1=C(C=CC(=C1)C(=O)N1CCOCC1)NC1=NC=CC(=C1)NC=1C=CC=C2CCN(C12)C(C)=O